C(#N)[C@H]1N(CCC1)C1=CC=C(CNC(=O)NC=2N=C(SC2)C#C)C=C1 (S)-1-(4-(2-cyanopyrrolidin-1-yl)benzyl)-3-(2-ethynylthiazol-4-yl)urea